(S)-2-(2,5-difluoro-4-(6-((4-(trifluoromethyl)benzyl)oxy)pyridin-2-yl)benzyl)-1-(4,4-dimethyltetrahydrofuran-3-yl)-1H-benzo[d]imidazole-6-carboxylic acid FC1=C(CC2=NC3=C(N2[C@@H]2COCC2(C)C)C=C(C=C3)C(=O)O)C=C(C(=C1)C1=NC(=CC=C1)OCC1=CC=C(C=C1)C(F)(F)F)F